4-((2-hydroxyethyl)sulfonamido)-N-(2-methyl-1H-benzo[d]imidazol-6-yl)-2-(6-azaspiro[2.5]octan-6-yl)benzamide OCCS(=O)(=O)NC1=CC(=C(C(=O)NC=2C=CC3=C(NC(=N3)C)C2)C=C1)N1CCC2(CC2)CC1